ClC=1C(=C2C(=NC1)NC(=N2)C2=CC=C(C=C2)N2CCN(CC2)C(=O)C=2C=NC=CC2)NC2CC(N(C(C2)(C)C)C)(C)C 6-Chloro-N-(1,2,2,6,6-pentamethylpiperidin-4-yl)-2-{4-[4-(pyridin-3-ylcarbonyl)piperazin-1-yl]phenyl}-3H-imidazo[4,5-b]pyridin-7-amine